FC(CN)(CC)F 2,2-difluorobutan-1-amine